N-(2-(2,4-Bis(trifluoromethyl)phenoxy)phenyl)-3-(difluoromethyl)-1-methyl-1H-pyrazol-4-amide FC(C1=C(OC2=C(C=CC=C2)NC(=O)C=2C(=NN(C2)C)C(F)F)C=CC(=C1)C(F)(F)F)(F)F